CC(CC)(CCCCCCCCCCCCC)O 3-methyl-hexadecane-3-ol